FC1[C@H]2C(N[C@@H]([C@@H]12)COC1=CC=NC2=CC(=C(C=C12)OC)C(=O)N)=O 4-{[(1s,2s,5r)-6-fluoro-4-oxo-3-azabicyclo[3.1.0]hex-2-yl]methoxy}-6-methoxyquinoline-7-carboxamide